C(C)(=O)OC1=C(C2=CN(N=C2C(=C1)C(=O)OC)C)Br methyl 5-(acetyloxy)-4-bromo-2-methylindazole-7-carboxylate